(S)-N-(3-cyclopropyl-1H-pyrazol-5-yl)-2-(1-(2-(difluoromethyl)thiazol-4-yl)-1H-pyrazol-4-yl)propanamide C1(CC1)C1=NNC(=C1)NC([C@@H](C)C=1C=NN(C1)C=1N=C(SC1)C(F)F)=O